FC=1C=C(C=C2CCNC(C12)=O)B(O)O (8-fluoro-1-oxo-1,2,3,4-tetrahydroisoquinolin-6-yl)boronic acid